C(C1=CC=CC=C1)C1(C[C@@H]2[C@@H](CN(C2)CC(=O)C2=CC=C(C=N2)NS(=O)(=O)C)C1)O N-(6-(2-((3aR,5r,6aS)-5-benzyl-5-hydroxyhexa-hydrocyclopenta[c]pyrrol-2(1H)-yl)acetyl)pyridin-3-yl)methanesulfonamide